N(N)C(C(SCC1=CC=C(C=C1)C(NCCN)=O)=O)C S-(4-((2-aminoethyl)carbamoyl)benzyl) 2-hydrazineylpropanethioate